ClC=1C(=CC=C2C=CC(NC12)=O)C 8-chloro-7-methyl-1,2-di-hydroquinolin-2-one